4-(bromomethyl)pyridine HBr Br.BrCC1=CC=NC=C1